CC1=C(C(=O)N[C@H](C)C2=CC=CC3=CC=CC=C23)C=C(C=C1)C1=CC(=NC=C1)N1CCNCC1 2-Methyl-N-[(1R)-1-(1-naphthyl)ethyl]-5-(2-piperazin-1-yl-4-pyridyl)benzamide